N-[(2-fluoro-4-methylphenyl)methyl]-3-(methoxymethyl)-1-({4-[(2-oxopyridin-1-yl)methyl]phenyl}methyl)pyrazole-4-carboxamide FC1=C(C=CC(=C1)C)CNC(=O)C=1C(=NN(C1)CC1=CC=C(C=C1)CN1C(C=CC=C1)=O)COC